ClC1=NC=CC(=N1)NCCCCCCN(C(C1=CC=C(C=C1)S(=O)(=O)N(CCC)CCC)=O)C N-(6-((2-Chloropyrimidin-4-yl)amino)hexyl)-4-(N,N-dipropylaminosulfonyl)-N-methylbenzamide